C(C1=CC=CC=C1)ON=C1CNC(CC1)C(F)(F)F N-(benzyloxy)-6-(trifluoromethyl)piperidine-3-imine